(3S,4R)-4-((6-chloro-5-fluoro-7-(1-(2,2,2-trifluoroethyl)piperidin-4-yl)pyrrolo[2,1-f][1,2,4]triazin-2-yl)amino)tetrahydro-2H-pyran-3-ol ClC=1C(=C2C=NC(=NN2C1C1CCN(CC1)CC(F)(F)F)N[C@H]1[C@@H](COCC1)O)F